CC(CC(C1=NC(=NO1)C1=NN=CN1)NC(=O)NC1=CC=C(C(=O)OCCCC)C=C1)C butyl 4-[({3-methyl-1-[3-(4H-1,2,4-triazol-3-yl)-1,2,4-oxadiazol-5-yl]butyl}carbamoyl)amino]benzoate